7-chloro-3-(1-(2,2-difluoroethyl)-1,2,5,6-tetrahydropyridin-3-yl)-1H-indazole ClC=1C=CC=C2C(=NNC12)C=1CN(CCC1)CC(F)F